FC=1C(=C2C(=NC1)N(C=C2C=2N=C(C1=C(N2)N(C=C1)C)NC1C(C2CCC1CC2)C(=O)OC)S(=O)(=O)C2=CC=C(C)C=C2)C (+/-)-trans-methyl 3-((2-(5-fluoro-4-methyl-1-tosyl-1H-pyrrolo[2,3-b]pyridin-3-yl)-7-methyl-7H-pyrrolo[2,3-d]pyrimidin-4-yl)amino)bicyclo[2.2.2]octane-2-carboxylate